C(C)(C)(C)OC(=O)N1[C@@H](C[C@H](C1)NC(=O)C=1OC(=CN1)C1=CC(=CC=C1)C#N)CN1N=CC=C1 (2S,4R)-2-((1H-pyrazol-1-yl)methyl)-4-(5-(3-cyanophenyl)oxazole-2-carboxamido)-pyrrolidine-1-carboxylic acid tert-butyl ester